C(C)(C)(C)OC(=O)N1C(CNCC1)C=1C=NC(=CC1)NC=1C2=C(C(=NC1)C#N)CN(C2=O)CC2=C(C=C(C=C2)OC)OC (6-((4-cyano-2-(2,4-dimethoxybenzyl)-1-oxo-2,3-dihydro-1H-pyrrolo[3,4-c]pyridin-7-yl)amino)pyridin-3-yl)piperazine-1-carboxylic acid tert-butyl ester